FC=1C(=C(C=CC1F)[C@@H]1[C@@H](O[C@@]([C@@H]1C)(C(F)(F)F)C)C(=O)NC=1C=C(C=NC1)C(=O)N)OC 5-[[(2R,3r,4r,5s)-3-(3,4-difluoro-2-methoxy-phenyl)-4,5-dimethyl-5-(trifluoromethyl)tetrahydrofuran-2-carbonyl]amino]pyridine-3-carboxamide